sodium diphenyl biphenyl-disulfonate C1(=C(C(=CC=C1)S(=O)(=O)OC1=CC=CC=C1)S(=O)(=O)OC1=CC=CC=C1)C1=CC=CC=C1.[Na]